decagalloyl-glucose C(C1=CC(O)=C(O)C(O)=C1)(=O)C([C@]([C@]([C@@]([C@](C(=O)C(C1=CC(O)=C(O)C(O)=C1)=O)(OC(C1=CC(O)=C(O)C(O)=C1)=O)C(C1=CC(O)=C(O)C(O)=C1)=O)(OC(C1=CC(O)=C(O)C(O)=C1)=O)C(C1=CC(O)=C(O)C(O)=C1)=O)(OC(C1=CC(O)=C(O)C(O)=C1)=O)C(C1=CC(O)=C(O)C(O)=C1)=O)(OC(C1=CC(O)=C(O)C(O)=C1)=O)C(C1=CC(O)=C(O)C(O)=C1)=O)O